3-((tert-butyldimethylsilyl)oxy)-1,1,1-trifluoropropan-2-amine [Si](C)(C)(C(C)(C)C)OCC(C(F)(F)F)N